ClC1=CC2=C(C[C@@H](C3=NC=CC=C3O2)CNC)C=C1 |o1:6| (R*)-(7-chloro-10,11-dihydrobenzo[6,7]oxepino[3,2-b]pyridin-11-yl)-N-methylmethanamine